C(C)(=O)NC=1C(=CC=C2C(=CNC12)S(=O)(=O)OC1=C(C(=C(C(=C1F)F)F)F)F)\C=C\OCC Perfluorophenyl (E)-7-acetamido-6-(2-ethoxyvinyl)-1H-indole-3-sulfonate